2-bromo-4-(3-(fluoranthen-3-yl)phenyl)-6-phenyl-1,3,5-triazine BrC1=NC(=NC(=N1)C1=CC(=CC=C1)C=1C=CC=2C3=CC=CC=C3C3=CC=CC1C23)C2=CC=CC=C2